[N+](=O)([O-])C1=CC=C(OCCOCCOCCOCCOCCOCCOCCOCCOCCN2C(C3=CC=CC=C3C2=O)=O)C=C1 2-(26-(4-Nitrophenoxy)-3,6,9,12,15,18,21,24-octaoxahexacosyl)isoindoline-1,3-dione